CN1CCC(CC1)CCCCC(=O)N 5-(1-methylpiperidin-4-yl)pentanamide